(E)-4-methyl-N'-(4-phenoxybenzylidene)benzenesulfonohydrazide CC1=CC=C(C=C1)S(=O)(=O)N/N=C/C1=CC=C(C=C1)OC1=CC=CC=C1